CN(C)CCC1=CNC2=CC=C(C=C12)OCCCCCCCCCCCCCC N,N-dimethyl-2-[5-(tridecylmethoxy)-1H-indol-3-yl]ethylamine